C(#N)C=1C(=NC(=C(C1CC)C#N)N1C[C@@H](CC1)O)SC(C(=O)N)C1=CC=CC=C1 2-((3,5-dicyano-4-ethyl-6-((R)-3-hydroxypyrrolidin-1-yl)pyridin-2-yl)sulfanyl)-2-phenylacetamide